CC1=C(C(=O)[O-])C(=C(C=C1C)C)CCC(F)(F)F 2,3,5-trimethyl-6-(3,3,3-trifluoropropyl)benzoate